tert-butyl 1-[6-[[5-[(6-cyano-4-methyl-3-pyridyl)oxy]-3-methyl-imidazo[4,5-b]pyridin-7-yl]amino]pyridine-3-carbonyl]azetidine-3-carboxylate C(#N)C1=CC(=C(C=N1)OC1=CC(=C2C(=N1)N(C=N2)C)NC2=CC=C(C=N2)C(=O)N2CC(C2)C(=O)OC(C)(C)C)C